(1S,2S)-N-(3-cyano-5-(((6-cyclopropyl-8-(3-methyl-2,4-dioxoimidazolidin-1-yl)imidazo[1,2-a]pyridin-2-yl)methyl)amino)phenyl)-2-(4-methylpyrimidin-2-yl)cyclopropane-1-carboxamide C(#N)C=1C=C(C=C(C1)NCC=1N=C2N(C=C(C=C2N2C(N(C(C2)=O)C)=O)C2CC2)C1)NC(=O)[C@@H]1[C@H](C1)C1=NC=CC(=N1)C